C(C)OC(=O)C1=NN2C=3C=CN=C(CCCCC(C(NC2=C1)=O)C)C3 9-methyl-8-oxo-2,3,7,15-tetraazatricyclo[12.3.1.02,6]Octadecane-1(18),3,5,14,16-pentaene-4-carboxylic acid ethyl ester